CN(C(/C=C/CC[C@H](C(=O)NC1=CN=CN(C1=O)CC1=NC2=C(N1CC)C=CC(=C2)F)CN(C([O-])=O)C)=O)C (S,E)-7-(Dimethylamino)-1-((1-((1-ethyl-5-fluoro-1H-benzo[d]imidazol-2-yl)methyl)-6-oxo-1,6-dihydropyrimidin-5-yl)amino)-1,7-dioxohept-5-en-2-yl-dimethylcarbamat